N1(CCC1)C1=CC=C(C(=O)O)C=C1 4-(azetidin-1-yl)benzoic acid